CC=1C=CC=C(C1N)N 6-methyl-benzene-1,2-diamine